ClC(CCN1CCN(CC1)C(C)=O)F 1-(4-(3-Chloro-3-fluoropropyl)piperazin-1-yl)ethan-1-one